C[C@H]1C=2C=3C=C(N=NC3NC2CCN1C1=NC=C(C=N1)C1CCN(CC1)C1CCNCC1)C1=C(C=CC=C1)O 2-[(3S)-3-Methyl-4-[5-[1-(4-piperidyl)-4-piperidyl]pyrimidin-2-yl]-4,8,10,11-tetrazatricyclo[7.4.0.02,7]trideca-1(9),2(7),10,12-tetraen-12-yl]phenol